dodecenyl-dimethylmethoxysilane C(=CCCCCCCCCCC)[Si](OC)(C)C